(8R,9S,10R,13S,14S,17S)-10,13-Dimethyl-3-oxo-2,3,6,7,8,9,10,11,12,13,14,15,16,17-tetradecahydro-1H-cyclopenta[a]phenanthren-17-yl 4-bromobutanoate BrCCCC(=O)O[C@H]1CC[C@H]2[C@@H]3CCC4=CC(CC[C@@]4([C@H]3CC[C@]12C)C)=O